tert-butyl 6-[2-(2,6-dioxopiperidin-3-yl)-1,3-dioxoisoindol-5-yl]-2,6-diazaspiro[3.3]heptane-2-carboxylate O=C1NC(CCC1N1C(C2=CC=C(C=C2C1=O)N1CC2(CN(C2)C(=O)OC(C)(C)C)C1)=O)=O